CN1C[C@H]([C@@H](C1)C1=C(C=CC=C1)C(F)(F)F)NC(=O)C1=CC2=C(NN=C2C2=CC(=NC=C2)C)S1 N-((3S,4R)-1-methyl-4-(2-(trifluoromethyl)phenyl)pyrrolidin-3-yl)-3-(2-methylpyridin-4-yl)-1H-thieno[2,3-c]pyrazole-5-amide